ClC1=C(C=CC(=C1)C)C=1C=C(C2=C(NC(=N2)NC2=CC=CC=C2)C1)C(=O)OC Methyl 6-(2-chloro-4-methylphenyl)-2-(phenylamino)-1H-benzo[d]imidazole-4-carboxylate